cyclopropyl 4-(((1S,3S)-3-(2-cyanoethyl)cyclohexyl)amino)-1H-pyrrolo[2,3-b]pyridine-5-carboxylate C(#N)CC[C@H]1C[C@H](CCC1)NC1=C2C(=NC=C1C(=O)OC1CC1)NC=C2